C(C)C=1OC=C(N1)C ethyl-4-methyloxazole